N[C@H]1[C@@H](CCCC1)NC1=NC=2N(C=C1)N=CC2C(=O)NC=2C(=NN(C2)C)C(N)=O 5-{[(1R,2R)-2-Aminocyclohexyl]amino}-N-(3-carbamoyl-1-methyl-1H-pyrazol-4-yl)pyrazolo[1,5-a]pyrimidin-3-carboxamid